C(C)(C)(C)OC(=O)N1CC=2C=CC(=NC2CC1CCCC1=CC=CC=C1)S(=O)(=O)[O-].[Na+] sodium 6-(tert-Butoxycarbonyl)-7-(3-phenylpropyl)-5,6,7,8-tetrahydro-1,6-naphthyridine-2-sulfonate